ClC=1C=C(OC2=CC=C(C(=O)O)C=C2)C=CC1 Para-(m-chlorophenoxy)benzoic acid